S1C(=CC=C1)CN1CCN(CC1)CCN(C(=O)C=1OC=CC1)C1=CC=C(C=C1)C N-(2-(4-(thiophen-2-ylmethyl)piperazin-1-yl)ethyl)-N-(p-tolyl)furan-2-carboxamide